C[C@]12CC[C@H]3[C@H]([C@@H]1[C@H](C[C@@H]2O)O)CCC4=C3C=CC(=C4)O The molecule is a 3-hydroxy steroid that is 17beta-estradiol substituted by an alpha-hydroxy group at position 15. It has a role as a human xenobiotic metabolite and a marine xenobiotic metabolite. It is a 15alpha-hydroxy steroid, a 17beta-hydroxy steroid, a 3-hydroxy steroid and a member of phenols. It derives from a 17beta-estradiol. It derives from a hydride of an estrane.